3-(3-(2-fluoro-5-phenoxyphenyl)-2,3,4,5-tetrahydro-1H-benzo[d]azepin-7-yl)propionic acid FC1=C(C=C(C=C1)OC1=CC=CC=C1)N1CCC2=C(CC1)C=C(C=C2)CCC(=O)O